2-(((S)-1-(1H-tetrazol-1-yl)propan-2-yl)oxy)-4-(2-((3-((4-methoxybutan-2-yl)oxy)-1-((1r,4r)-4-morpholinocyclohexyl)-1H-pyrazol-4-yl)amino)pyrimidin-5-yl)benzonitrile N1(N=NN=C1)C[C@H](C)OC1=C(C#N)C=CC(=C1)C=1C=NC(=NC1)NC=1C(=NN(C1)C1CCC(CC1)N1CCOCC1)OC(C)CCOC